3-amino-9,9-dimethyl-9H-fluorene-2-carboxylic acid methyl ester COC(=O)C1=CC=2C(C3=CC=CC=C3C2C=C1N)(C)C